N-(1,2-Dimethylpiperidin-4-yl)-N-methyl-5-[7-(1H-pyrazol-4-yl)-1H-imidazo[4,5-c]pyridin-4-yl][1,3]thiazolo[5,4-d][1,3]thiazol-2-amin Trifluoroacetat FC(C(=O)O)(F)F.CN1C(CC(CC1)N(C=1SC=2N=C(SC2N1)C1=NC=C(C2=C1N=CN2)C=2C=NNC2)C)C